Cl.N=C1N=C(C=2C(=N1)C=CC=CC2)O iminocyclohepta[d]pyrimidin-4-ol HCl salt